[Br-].CO[Si](OC)(OC)CCC[N+](C)(C)CCCCCCCCCCCCCCCCCC trimethoxysilylpropyl-octadecyl-dimethyl-ammonium bromide